tert-butyl ((1R,5S,8s)-3-(3-methylisothiazol-5-yl)-3-azabicyclo[3.2.1]octan-8-yl)carbamate CC1=NSC(=C1)N1C[C@H]2CC[C@@H](C1)C2NC(OC(C)(C)C)=O